CN(C[C@@H](N)C1=CC=CC=C1)C (S)-N1,N1-Dimethyl-2-phenylethane-1,2-diamine